4-(3,6-dihydro-2H-pyran-4-yl)-2-(morpholin-4-yl)-8-[2-(tetrahydropyran-2-yl)-2H-pyrazol-3-yl]-[1,7]naphthyridine O1CCC(=CC1)C1=CC(=NC2=C(N=CC=C12)C=1N(N=CC1)C1OCCCC1)N1CCOCC1